Ruthenium(III) bromid [Ru](Br)(Br)Br